2-(6-(6-((2S,6R)-2,6-dimethylmorpholino)pyridin-2-yl)isoquinolin-3-yl)-N-((3R,6R)-6-methylpiperidin-3-yl)acetamide C[C@@H]1O[C@@H](CN(C1)C1=CC=CC(=N1)C=1C=C2C=C(N=CC2=CC1)CC(=O)N[C@H]1CN[C@@H](CC1)C)C